ClC=1C(=C(C=C2C=C(N=CC12)NC(=O)NC)I)F 1-(8-chloro-7-fluoro-6-iodo-3-isoquinolinyl)-3-methyl-urea